4,4,5,5-tetramethyl-2-((1S,2S)-2-(4-(trifluoromethoxy)phenyl)cyclopropyl)-1,3,2-dioxaborolane CC1(OB(OC1(C)C)[C@@H]1[C@H](C1)C1=CC=C(C=C1)OC(F)(F)F)C